ClC1=C(C=CC=C1C1=C(C(=NC=C1)C1=CC(=C(C=C1)CN(C)CCO)OC)Cl)C1=CC=C(C(=N1)OC)CN(CCO)C 2-(((6-(2-chloro-3-(3-chloro-2-(4-(((2-hydroxyethyl)(methyl)amino)methyl)-3-methoxyphenyl)pyridin-4-yl)phenyl)-2-methoxypyridin-3-yl)methyl)(methyl)amino)ethan-1-ol